5-(2-imino-4-oxothiazolidin-3-yl)isobenzofuran-1,3-dione N=C1SCC(N1C=1C=C2C(OC(C2=CC1)=O)=O)=O